Methyl (5-(5-formylfuran-2-yl)-6-methoxy-2-(trifluoromethoxy) pyridin-3-yl)carbamate C(=O)C1=CC=C(O1)C=1C=C(C(=NC1OC)OC(F)(F)F)NC(OC)=O